(S,E)-2-(tert-butyl)-N-(5-(dimethylamino)-1-(methylsulfonyl)-5-oxopent-1-en-3-yl)-4-phenoxypyrimidine-5-carboxamide C(C)(C)(C)C1=NC=C(C(=N1)OC1=CC=CC=C1)C(=O)N[C@H](/C=C/S(=O)(=O)C)CC(=O)N(C)C